tert-butyl 3-(4-((4-([1,2,4]triazolo[1,5-a]pyridin-7-yloxy)-3-methylphenyl)amino)-3-cyanopyrrolo-[1,2-b]pyridazin-5-yl)azetidine-1-carboxylate N=1C=NN2C1C=C(C=C2)OC2=C(C=C(C=C2)NC=2C=1N(N=CC2C#N)C=CC1C1CN(C1)C(=O)OC(C)(C)C)C